C[C@@H](CC(=O)OC(C)(C)C)C(N[C@H]1C[C@H](CCC1)NC1=CC(=NC2=CC=CC=C12)C(F)(F)F)=O tert-butyl (3S)-3-methyl-3-{[(1R,3S)-3-{[2-(trifluoromethyl)quinolin-4-yl]amino}cyclohexyl]carbamoyl}propanoate